1-cyclohexene-1,2-dicarboxylic acid calcium salt [Ca+2].C1(=C(CCCC1)C(=O)[O-])C(=O)[O-]